N-(5-fluoropyridin-2-yl)thiourea FC=1C=CC(=NC1)NC(=S)N